C(C)(C)NS(=O)(=O)C(C(C(C(C(C(C(C(F)(F)F)(F)F)(F)F)(F)F)(F)F)(F)F)(F)F)(F)F N-isopropyl-perfluorooctanesulfonamide